N1=CC=C2N1C=C(C=C2)C2(CC2)C#N 1-pyrazolo[1,5-a]pyridin-6-ylcyclopropanecarbonitrile